3,4-DIHYDRO-2H-PYRAN-5-CARBOXYLIC ACID O1CCCC(=C1)C(=O)O